O[C@@H](CC=O)C 3-hydroxy-(R)-butanal